FC1=C(C(=CC=C1)F)NC1=CC(=NN1C)C N-(2,6-difluorophenyl)-1,3-dimethyl-1H-pyrazole-5-amine